N-(4-pyridyl)-t-butylcarbamate N1=CC=C(C=C1)N(C([O-])=O)C(C)(C)C